L-sarcosinic acid N(C)CC(=O)O